tert-butyl 4-(1-(3-(2,6-bis(benzyloxy)pyridin-3-yl)-1-methyl-1H-indazol-6-yl)azetidin-3-yl)piperidine-1-carboxylate C(C1=CC=CC=C1)OC1=NC(=CC=C1C1=NN(C2=CC(=CC=C12)N1CC(C1)C1CCN(CC1)C(=O)OC(C)(C)C)C)OCC1=CC=CC=C1